CC1=C(C=C(C=C1)[N+](=O)[O-])N 5-Nitro-o-toluidine